C(C(C)C)(=O)C1=C(C=2C(=NC=C3C2N(C(N3C)=O)C)N1)C1=CC=CC=C1 7-Isobutyryl-1,3-dimethyl-8-phenyl-3,6-dihydroimidazo[4,5-d]pyrrolo[2,3-b]pyridin-2(1H)-one